N1=C(C=CC=C1C(C)=NC1=C(C(=C(C(=C1C)C)C)C)Cl)\C(\C)=N\C1=C(C(=C(C(=C1C)C)C)C)Cl (1E,1E)-1,1'-(pyridine-2,6-diyl)bis(N-(2-chloro-3,4,5,6-tetramethylphenyl)ethan-1-imine)